ClC1=CC(=C(C=C1)C1=NC(=CC=2N=C(N(C(C21)=O)C)C)N2C[C@H](OCC2)C2=CC=NC=C2)F (R)-5-(4-chloro-2-fluorophenyl)-2,3-dimethyl-7-(2-(pyridin-4-yl)morpholino)pyrido[4,3-d]pyrimidin-4(3H)-one